O[C@@H]1C2(CCC(C1)(CC2)NC(OC(C)(C)C)=O)NC(OCC=C)=O (S)-allyl tert-butyl (2-hydroxybicyclo[2.2.2]octane-1,4-diyl)dicarbamate